C(CCCCCCCC)OC=CC nonylpropenyl ether